OCCCNCCCO di(3-hydroxypropyl)amine